S(N)(OC[C@@H]1OC2(O[C@H]1C1=C(C=CC=C1)C)CCCC2)(=O)=O ((2S,3S)-3-(2-methylphenyl)-1,4-dioxaspiro[4.4]nonane-2-yl)methyl sulfamate